(S)-2-Amino-3-(1H-indol-3-yl)propyl-6-(2-(4-fluoro-3-methylphenyl)pyridin-3-yl)imidazo[1,2-a]pyridin-3-carboxylat N[C@H](COC(=O)C1=CN=C2N1C=C(C=C2)C=2C(=NC=CC2)C2=CC(=C(C=C2)F)C)CC2=CNC1=CC=CC=C21